N1(CCNCC1)C1=CC=C(C=N1)NC1=NC2=C(C=CC=C2C=N1)C=1C=C(C=CC1)NC(C#C)=O N-(3-(2-((6-(piperazin-1-yl)pyridin-3-yl)amino)quinazolin-8-yl)phenyl)propynamide